ClC=1C=C(C=CC1)NC1=NC=NC2=CC=C(C=C12)C=1C=NC=C(C(=O)NNC(=O)NCCN2CCOCC2)C1 2-(5-(4-((3-chlorophenyl)amino)quinazolin-6-yl)nicotinoyl)-N-(2-morpholinoethyl)hydrazine-1-carboxamide